COC1=CC=C(CN(C=2N=C(C3=C(C=CC=C3C2)Cl)C2=C(C=3N=C(N=CC3C=N2)OC[C@]23CCCN3C[C@@H](C2)F)F)CC2=CC=C(C=C2)OC)C=C1 7-(3-(bis(4-methoxybenzyl)amino)-8-chloroisoquinolin-1-yl)-8-fluoro-2-(((2R,7aS)-2-fluorohexahydro-1H-pyrrolizin-7a-yl)methoxy)pyrido[4,3-d]pyrimidin